1-(4-(2-(4-bromophenyl)propan-2-yl)thiazol-2-yl)-3-(2-hydroxy-1-(4-(piperazin-1-yl)phenyl)ethyl)urea BrC1=CC=C(C=C1)C(C)(C)C=1N=C(SC1)NC(=O)NC(CO)C1=CC=C(C=C1)N1CCNCC1